The molecule is an oxonium betaine that is the conjugate base of cyanidin 3-O-rutinoside, arising from selective deprotonation of the 5-hydroxy group on the chromene ring; major species at pH 7.3. It is a conjugate base of a cyanidin 3-O-rutinoside. C[C@H]1[C@@H]([C@H]([C@H]([C@@H](O1)OC[C@@H]2[C@H]([C@@H]([C@H]([C@@H](O2)OC3=C(OC4=CC(=O)C=C(C4=C3)O)C5=CC(=C(C=C5)O)O)O)O)O)O)O)O